6-((S)-amino(cyclobutyl)methyl)-2-(3-(3-((R)-fluoro(4-methyl-4H-1,2,4-triazol-3-yl)methyl)oxetan-3-yl)phenyl)-4-(trifluoromethyl)isoindolin-1-one N[C@H](C1=CC(=C2CN(C(C2=C1)=O)C1=CC(=CC=C1)C1(COC1)[C@H](C1=NN=CN1C)F)C(F)(F)F)C1CCC1